C1(=CC=CC2=CC=CC=C12)/C=C/C(=O)OC[C@H]1OC([C@@H]([C@H]([C@@H]1O)O)O)OC ((2R,3S,4S,5R)-3,4,5-trihydroxy-6-methoxytetrahydro-2H-pyran-2-yl)methyl (E)-3-(naphthalen-1-yl)acrylate